NC1=NC=C(C(=N1)C1=CC=CC=C1)C(=O)O 2-Amino-4-phenylpyrimidine-5-carboxylic acid